O=C1NCCC(C1)C(=O)NC1=CC(=CC=2CCOC21)OC2=CC=C(C=C2)C(F)(F)F 2-Oxo-N-(5-(4-(trifluoromethyl)phenoxy)-2,3-dihydrobenzofuran-7-yl)-piperidine-4-carboxamide